5-bromo-3,3-dimethyl-1,2,3,4-tetrahydroacridine BrC1=C2N=C3CC(CCC3=CC2=CC=C1)(C)C